(R)-3-(3-(2-(8-Amino-3,4-dihydro-2,7-naphthyridin-2(1H)-yl)pyridin-4-yl)isoxazol-5-yl)-3-hydroxy-1-methylpyrrolidin-2-one NC=1N=CC=C2CCN(CC12)C1=NC=CC(=C1)C1=NOC(=C1)[C@]1(C(N(CC1)C)=O)O